1-(3-(3-(1H-pyrazol-4-yl)quinoxaline-6-carbonyl)-4-fluorophenyl)-3-(4-fluorophenyl)urea N1N=CC(=C1)C=1C=NC2=CC=C(C=C2N1)C(=O)C=1C=C(C=CC1F)NC(=O)NC1=CC=C(C=C1)F